C(C)(C)(C)OC(N(C)CC(=O)N)=O (2-amino-2-oxoethyl)(methyl)carbamic acid tert-butyl ester